isopropyl N-[2-chloro-5-[1-[4-(difluoromethoxy)-2-methyl-5-[1,2,2,2-tetrafluoro-1-(trifluoromethyl)ethyl]pyrazol-3-yl]pyrazol-4-yl]benzoyl]-N-cyclopropyl-carbamate ClC1=C(C(=O)N(C(OC(C)C)=O)C2CC2)C=C(C=C1)C=1C=NN(C1)C=1N(N=C(C1OC(F)F)C(C(F)(F)F)(C(F)(F)F)F)C